(5R)-3-bromo-5-methyl-5,7-dihydrofuro[3,4-b]pyridine BrC=1C=C2C(=NC1)CO[C@@H]2C